C(#N)C1=C(C=CC=C1)C1=CC=2C3=C(NC2C=C1)CCN(C3)C(=O)OC(C)(C)C tert-butyl 8-(2-cyanophenyl)-1,3,4,5-tetrahydro-2H-pyrido[4,3-b]indole-2-carboxylate